oxetan-3-yl ((1r,4r)-4-(5-(2-(N-(tert-butyl)sulfamoyl)-4-((isopropoxycarbonyl)amino)phenyl)thiazol-2-yl)cyclohexyl)carbamate C(C)(C)(C)NS(=O)(=O)C1=C(C=CC(=C1)NC(=O)OC(C)C)C1=CN=C(S1)C1CCC(CC1)NC(OC1COC1)=O